C1(=CC=CC=C1)C1=C(C(=NN=N1)C1=C(C=CC=C1)C1=C(C=CC=2OC3=C(C21)C=CC=C3)C3=CC=CC=C3)C3=C(C=CC=C3)C3=CC=CC=C3 [phenyl-(biphenylyl)triazinyl](phenyldibenzofuranyl)benzene